C1=CC=C2C(=C1)C=CC=C2C(=O)N 1-naphthalimide